racemic-rac-(R)-4-(2-methoxy-1-(thiazol-4-ylmethoxy)ethyl)-2-methyl-N-(1-(2-(1-methyl-1H-pyrazol-4-yl)quinolin-4-yl)cyclopropyl)benzamide COC[C@H](OCC=1N=CSC1)C1=CC(=C(C(=O)NC2(CC2)C2=CC(=NC3=CC=CC=C23)C=2C=NN(C2)C)C=C1)C |r|